C1OCC12CN(CC2)C2=NC=CC(=N2)NC2=CC(=NO2)C2=C(C=C(C=C2)OC)F N-(2-(2-oxa-6-azaspiro[3.4]oct-6-yl)pyrimidin-4-yl)-3-(2-fluoro-4-methoxyphenyl)isoxazol-5-amine